OC(C(C(=O)OC)=C)C1=CC=CC=C1 methyl 2-(hydroxy-phenyl-methyl)-acrylate